4-amino-6-hydroxy-3-nitrobenzenesulfonic acid NC1=C(C=C(C(=C1)O)S(=O)(=O)O)[N+](=O)[O-]